2-tert-butyl 3-ethyl (1R,3S,5R)-5-[(4-iodopyrazol-1-yl)methyl]-2-azabicyclo[3.1.0]hexane-2,3-dicarboxylate IC=1C=NN(C1)C[C@]12C[C@H](N([C@@H]2C1)C(=O)OC(C)(C)C)C(=O)OCC